ethyl-8-(5-isopropylquinolin-2-yl)naphthalene C(C)C1=CC=CC2=CC=CC(=C12)C1=NC2=CC=CC(=C2C=C1)C(C)C